N1=CC=C(C=C1)C=1NC2=CC=C(C=C2C1)C1=CC=NC=C1 2,5-bis(pyridin-4-yl)-1H-indole